4-(((octahydro-2H-isoindol-2-yl)sulfonyl)carbamoyl)benzoic acid C1N(CC2CCCCC12)S(=O)(=O)NC(=O)C1=CC=C(C(=O)O)C=C1